1-(Azetidin-1-yl)-2-[6-(4-fluoro-2-methoxy-phenyl)pyrazolo[4,3-b]pyridin-1-yl]ethanone N1(CCC1)C(CN1N=CC2=NC=C(C=C21)C2=C(C=C(C=C2)F)OC)=O